(S,E)-1-(2-ethyl-4-(1-(((4-(2-fluoropyrimidin-5-yl)-3-methylbenzyl)oxy)imino)ethyl)benzyl)pyrrolidine-3-carboxylic acid C(C)C1=C(CN2C[C@H](CC2)C(=O)O)C=CC(=C1)/C(/C)=N/OCC1=CC(=C(C=C1)C=1C=NC(=NC1)F)C